2-{2-[(1S)-1-Amino-2,2-dicyclopropylethyl]-4-fluoro-1H-benzimidazol-5-yl}-N-(2,2-difluoropropyl)-4,4,4-trifluorobutanamide N[C@@H](C(C1CC1)C1CC1)C1=NC2=C(N1)C=CC(=C2F)C(C(=O)NCC(C)(F)F)CC(F)(F)F